methoxy-N-methyl-4-phenyl-5,6-dihydro-4H-pyrrolo[1,2-b]pyrazole-2-carboxamide COC1=C2N(N=C1C(=O)NC)CCC2C2=CC=CC=C2